OCC1=C(C=C(OC2CN(C2)C=2C(=C(C(=O)O)C=CC2)N2C=CC=C2)C=C1)C 3-(3-(4-(hydroxymethyl)-3-methylphenoxy)azetidin-1-yl)-2-(1H-pyrrol-1-yl)benzoic acid